C(#N)C1=C(C2=CC(=CC=C2C=C1)C1=NC=CC=C1)NC(C=C)=O N-[2-cyano-7-(pyridin-2-yl)naphthalen-1-yl]prop-2-enamide